[Cl-].C[N+](CCCO[Si](C)(C)C)(C)CCCCCCCCCCCCCCCCCC N,N-dimethyl-N-[3-(trimethylsiloxy)propyl]octadecylammonium chloride